N(=[N+]=[N-])[C@H]1[C@@H](OCC1)COCC1=CC=CC=C1 |r| (2R,3R)- and (2S,3S)-3-Azido-2-((benzyloxy)methyl)tetrahydrofuran